(R)-2-(1H-imidazol-1-yl)-N-(tetrahydro-2H-pyran-3-yl)-5H-pyrrolo[3,2-d]pyrimidine-4-carboxamide N1(C=NC=C1)C=1N=C(C2=C(N1)C=CN2)C(=O)N[C@H]2COCCC2